CC1=NC(=NC(=C1)N1CCC(CC1)NCC1=CC(=CC=C1)N1CCCC1)N 4-Methyl-6-(4-((3-(pyrrolidin-1-yl)benzyl)amino)piperidin-1-yl)pyrimidin-2-amine